(1-(4-bromophenyl)-3-(4-fluorophenyl)-1H-pyrazol-4-yl)-3-(4-((2-morpholinoethyl)amino)phenethyl)oxazolidin-4-one BrC1=CC=C(C=C1)N1N=C(C(=C1)C1OCC(N1CCC1=CC=C(C=C1)NCCN1CCOCC1)=O)C1=CC=C(C=C1)F